(3-(2-nitro-1-(thiophen-2-yl)ethyl)-2-phenyl-1H-indol-4-yl)boronic acid [N+](=O)([O-])CC(C=1SC=CC1)C1=C(NC2=CC=CC(=C12)B(O)O)C1=CC=CC=C1